1-[1-(trifluoromethyl)propyl]pyrazole-4-carboxamide FC(C(CC)N1N=CC(=C1)C(=O)N)(F)F